ClC1=CN=C(S1)C=1C(=C(C(=O)N[C@H](C)C=2C=NC(=NC2)C(F)(F)F)C=C(C1)O[C@H]1COCC1)F 3-(5-chlorothiazol-2-yl)-2-fluoro-5-(((R)-tetrahydrofuran-3-yl)Oxy)-N-((R)-1-(2-(trifluoromethyl)pyrimidin-5-yl)ethyl)benzamide